(2-chloropyrimidin-4-yl)-7-fluoro-1-(tetrahydro-2H-pyran-2-yl)-1H-indazole ClC1=NC=CC(=N1)C1=NN(C2=C(C=CC=C12)F)C1OCCCC1